C(C1=CC=CC=C1)N1CCC(CC1)(O)CNC(OC(C)(C)C)=O Tert-Butyl ((1-benzyl-4-hydroxylpiperid-4-yl)methyl)carbamate